C(C=C)(=O)N1CC2(C1)CC(C2)N2N=C(C(=C2C)C2=C1C=NNC1=CC(=C2Cl)Cl)N2C(C[C@@H](CC2)CN2CC(N(CC2)CCOC)=O)(C)C (R)-4-((1-(1-(2-acryloyl-2-azaspiro[3.3]heptan-6-yl)-4-(5,6-dichloro-1H-indazol-4-yl)-5-methyl-1H-pyrazol-3-yl)-2,2-dimethylpiperidin-4-yl)methyl)-1-(2-methoxyethyl)piperazin-2-one